NN1[C@H](C[C@H](C1)O)CC (2S,4R)-1-amino-2-ethyl-4-hydroxypyrrolidine